Ethyl (E)-3-(3-methoxyquinolin-7-yl)acrylate COC=1C=NC2=CC(=CC=C2C1)/C=C/C(=O)OCC